(Z)-3-fluoro-4-(4-(3-(pyrrolidin-1-ylsulfonyl)phenyl)-1H-benzo[d][1,2,3]triazole-1-yl)but-2-en-1-amine hydrochloride Cl.F\C(=C/CN)\CN1N=NC2=C1C=CC=C2C2=CC(=CC=C2)S(=O)(=O)N2CCCC2